S(=O)(=O)([O-])[O-].[K+].N[C@@H](CCSC)C(=O)O.[K+] L-methionine potassium sulphate